FC(C=1N=CC=2N(C1)C(=CN2)C2=NC=CC(=N2)C=2C=C(C=CC2)CC#N)F 2-(3-(2-(6-(Difluoromethyl)imidazo[1,2-a]pyrazin-3-yl)pyrimidin-4-yl)phenyl)acetonitrile